Bis(aminooctyl)tetramethyl-disiloxane NCCCCCCCC[Si](O[Si](C)(C)C)(C)CCCCCCCCN